2-(2-phenyl-1,3-oxazol-5-yl)-N-propyl-N-[(3S)-pyrrolidin-3-yl]-1,3-thiazole-4-carboxamide C1(=CC=CC=C1)C=1OC(=CN1)C=1SC=C(N1)C(=O)N([C@@H]1CNCC1)CCC